1-[5-(methoxymethoxy)-1-benzofuran-2-yl]ethan-1-one COCOC=1C=CC2=C(C=C(O2)C(C)=O)C1